6,7-dichloro-3-((tetrahydrofuran-2-yl)methyl)-1,3,4,9-tetrahydro-[1,2,6]thiadiazino[4,3-g]indole 2,2-dioxide ClC=1C=2C(=CNC2C2=C(C1)CN(S(N2)(=O)=O)CC2OCCC2)Cl